C12(C(=O)CC(CC1)C2(C)C)CS(=O)(=O)[O-].[SH3+] sulfonium 10-camphorsulfonate